methoxy-2-[2-(N,N-dimethylamino)ethyl]tetralin COC1C(CCC2=CC=CC=C12)CCN(C)C